tert-butyl 2-(quinoline-6-carbonothioyl)hydrazine-1-carboxylate N1=CC=CC2=CC(=CC=C12)C(=S)NNC(=O)OC(C)(C)C